N-(1-(4-aminobenzyl)-1H-pyrazol-4-yl)-5-(difluoromethoxy)pyrimidin-2-amine NC1=CC=C(CN2N=CC(=C2)NC2=NC=C(C=N2)OC(F)F)C=C1